FC(C1=CC2=C(N=C(N=C2)NC2CCN(CC2)S(=O)(=O)C([2H])([2H])[2H])N(C1=O)[C@H]1[C@H](CCC1)C)([2H])F (-)-6-(difluoromethyl-d)-8-((1R,2S)-2-methylcyclopentyl)-2-((1-((methyl-d3)sulfonyl)piperidin-4-yl)amino)pyrido[2,3-d]pyrimidin-7(8H)-one